BrC1=C(N=C2N1N=C(C=C2)Cl)C(=O)N 3-bromo-6-chloroimidazo[1,2-b]pyridazine-2-carboxamide